C[C@@H]1CN(CCC1)CC1=CC(=C(C(=C1)C(F)(F)F)O)[N+](=O)[O-] (S)-4-((3-methylpiperidin-1-yl)methyl)-2-nitro-6-(trifluoromethyl)phenol